C(C)(=O)ON=C(C1=CC(=CC=C1)CC(NS(=O)(=O)C1=CC(=CC=C1)NC(=O)C1CCOCC1)C=1SC2=C(N1)C=CC=C2)N [[amino-[3-[2-(1,3-benzothiazol-2-yl)-2-[[3-(tetrahydropyran-4-carbonylamino)phenyl]sulfonylamino]ethyl]phenyl]methylene]amino] acetate